1-bromo-5-chloro-3-fluoro-2-methyl-benzene BrC1=C(C(=CC(=C1)Cl)F)C